BrC1=CN(C=2N=CN=C(C21)OC)S(=O)(=O)C2=CC=CC=C2 5-bromo-4-methoxy-7-(phenylsulfonyl)-7H-pyrrolo[2,3-d]pyrimidine